3-((5-chloropyridine-2-yl)carbamoyl)pyrazine-2-carboxylic acid ClC=1C=CC(=NC1)NC(=O)C=1C(=NC=CN1)C(=O)O